(6S,9S)-8-(benzo[c][1,2,5]thiadiazol-4-ylmethyl)-N-benzyl-6-(4-hydroxybenzyl)-2,9-dimethyl-4,7-dioxooctahydro-1H-pyrazino[2,1-c][1,2,4]triazine-1-carboxamide N=1SN=C2C1C=CC=C2CN2[C@H](C1N(N(CC(N1[C@H](C2=O)CC2=CC=C(C=C2)O)=O)C)C(=O)NCC2=CC=CC=C2)C